N-Cyclohexyl-11-isopropyllysergamide C1(CCCCC1)NC(=O)[C@H]1CN(C)[C@@H]2CC=3C=NC4=CC=CC(C2=C1)(C34)C(C)C